(E)-4-cyano-1-(2,6-dimethyl-3-((2-(trimethylsilyl)ethoxy)methoxy)phenyl)-5-(((dimethylamino)methylene)amino)-1H-imidazole-2-carboxylic acid C(#N)C=1N=C(N(C1/N=C/N(C)C)C1=C(C(=CC=C1C)OCOCC[Si](C)(C)C)C)C(=O)O